2-hydroxy-N,N,N-trimethylethanaminium tetrafluoroborate F[B-](F)(F)F.OCC[N+](C)(C)C